Cl.OC1CNCC=2C=CC(=NC12)P(O)(O)=O (8-hydroxy-5,6,7,8-tetrahydro-1,6-naphthyridin-2-yl)Phosphonic Acid Hydrochloride